C(C)(C)(C)C1=C(C(=NC(=C1)Cl)C(=O)O)N[C@H](C)C=1C=C(C=C2C(C(=C(OC12)Cl)C)=O)C.C(C(C(C)O)O)O 1,2,3-butanetriol tert-butyl-6-chloro-3-[[(1R)-1-(2-chloro-3,6-dimethyl-4-oxo-chromen-8-yl)ethyl]amino]pyridine-2-carboxylate